CC1=C(C=C(C(=O)NC2=CC=C(C=C2)C2CN(CCC2)C=2OC(OC2C)=O)C=C1)NC1=NC=CC(=N1)C=1C=NC=CC1 4-Methyl-N-{4-[1-(5-methyl-2-oxo-[1,3]dioxol-4-yl)-piperidin-3-yl]-phenyl}-3-(4-pyridin-3-yl-pyrimidin-2-ylamino)-benzamide